COC1=CC=C(CN2C[C@H](OCCC2)C)C=C1 (R)-4-(4-methoxybenzyl)-2-methyl-1,4-oxazepane